3-(ethoxymethoxy)-4-(3-((cis-3-hydroxy-3-methylcyclobutyl)amino)-5-methyl-1,2,4-triazin-6-yl)benzaldehyde C(C)OCOC=1C=C(C=O)C=CC1C1=C(N=C(N=N1)NC1CC(C1)(C)O)C